O1C=NC(=C1)COC=1C=C(C=2CC(CC2C1)CNCCC1CN(C(O1)=O)C1=NC2=C(OCC(N2)=O)N=C1)C#N 6-(1,3-oxazol-4-ylmethoxy)-2-[[2-[2-oxo-3-(3-oxo-4H-pyrazino[2,3-b][1,4]oxazin-6-yl)-1,3-oxazolidin-5-yl]ethylamino]methyl]-2,3-dihydro-1H-indene-4-carbonitrile